CN1CCC(CC1)NC1=C2C=C(N(C2=CC=C1)CC(F)(F)F)C#CCNC1=CC=C(OCCOCCOCCOCCNC(OC(C)(C)C)=O)C=C1 tert-butyl N-(2-{2-[2-(2-{4-[(3-{4-[(1-methylpiperidin-4-yl)amino]-1-(2,2,2-trifluoroethyl)-1H-indol-2-yl}prop-2-yn-1-yl)amino]phenoxy}ethoxy) ethoxy]ethoxy}ethyl)carbamate